1-(6-bromopyrrolo[1,2-b]pyridazin-4-yl)-3-methyl-2-oxopyrrolidine-3-carbonitrile BrC=1C=C2N(N=CC=C2N2C(C(CC2)(C#N)C)=O)C1